5-methyl-2-(tributylstannanyl)thiazole tert-butyl-{[2-({3-[2-(3,4-dichlorophenoxy)acetamido]bicyclo[1.1.1]pentan-1-yl}carbamoyl)pyridin-4-yl]methyl}carbamate C(C)(C)(C)N(C(O)=O)CC1=CC(=NC=C1)C(NC12CC(C1)(C2)NC(COC2=CC(=C(C=C2)Cl)Cl)=O)=O.CC2=CN=C(S2)[Sn](CCCC)(CCCC)CCCC